2-[2-(Boc-amino)ethoxy]ethyl bromide C(=O)(OC(C)(C)C)NCCOCCBr